N-(1H-indol-3-yl)-5-(piperidin-1-yl)isoindoline-2-carboxamide N1C=C(C2=CC=CC=C12)NC(=O)N1CC2=CC=C(C=C2C1)N1CCCCC1